CC1(CC1)[C@H]1CCC=2N=C3C=CC(=CC3=CC2C1)C(=O)OC methyl (7S)-7-(1-methylcyclopropyl)-5,6,7,8-tetrahydroacridine-2-carboxylate